2-(isoquinolin-5-yloxy)but-3-en-1-ol C1=NC=CC2=C(C=CC=C12)OC(CO)C=C